C(#N)N[S@](=O)(=NC(NC1=C2C(=NC3=C1CCC3)C(CC2)(C)C)=O)C2=CN=C(S2)C(C)(C)O (R)-N-cyano-N'-((3,3-dimethyl-1,2,3,5,6,7-hexahydrodicyclopenta[b,e]pyridin-8-yl)carbamoyl)-2-(2-hydroxypropan-2-yl)thiazole-5-sulfonimidamide